ClC1=C(C(=O)[O-])C=C(C=N1)C=1SC=CC1 2-Chloro-5-(thiophen-2-yl)nicotinate